1,1,3,3-tetrakis(4-hydroxyphenyl)propane OC1=CC=C(C=C1)C(CC(C1=CC=C(C=C1)O)C1=CC=C(C=C1)O)C1=CC=C(C=C1)O